BrC1=CNC2=NC=CC(=C21)OC2=C(C=C(N)C=C2)F 4-((3-bromo-1H-pyrrolo[2,3-b]pyridin-4-yl)oxy)-3-fluoroaniline